(6R)-17-amino-12-methyl-6,15-bis(trifluoromethyl)-19-oxa-3,4,18-triazatricyclo[12.3.1.12,5]nonadeca-1(18),2,4,14,16-pentaen-6-ol NC1=CC(=C2CC(CCCCC[C@](C3=NN=C(C1=N2)O3)(O)C(F)(F)F)C)C(F)(F)F